(3-fluoro-5-methoxy-4-(prop-2-yn-1-ylamino)phenyl)dimethylphosphine oxide FC=1C=C(C=C(C1NCC#C)OC)P(C)(C)=O